6-(trifluoromethyl)quinolin-7-ol FC(C=1C=C2C=CC=NC2=CC1O)(F)F